C(C)(C)(C)OC(=O)N1CC=2C=C(C=NC2C[C@H]1C)[N+](=O)[O-] (7R)-7-methyl-3-nitro-7,8-dihydro-5H-1,6-naphthyridine-6-carboxylic acid tert-butyl ester